1-[6-(2,4-dichloro-6-hydroxy-phenyl)pyridazin-3-yl]hexahydropyrimidin-2-one ClC1=C(C(=CC(=C1)Cl)O)C1=CC=C(N=N1)N1C(NCCC1)=O